CN1C=CC=2C1=NC=C(C2C)C(=O)O 1,4-dimethyl-1H-pyrrolo[2,3-b]pyridine-5-carboxylic acid